N1C=NC2=C1C=CC(=C2)N2C(SCC2=O)C2=CC=CC=C2 3-(1H-Benzo[d]imidazol-5-yl)-2-phenylthiazolidin-4-on